Benzyl (2R,4S)-2-(tert-butyl)-4-(2-(1-(4-chlorobenzoyl)-5-methoxy-3-methyl-1H-indol-2-yl)ethyl)-5-oxooxazolidine-3-carboxylate C(C)(C)(C)[C@H]1OC([C@@H](N1C(=O)OCC1=CC=CC=C1)CCC=1N(C2=CC=C(C=C2C1C)OC)C(C1=CC=C(C=C1)Cl)=O)=O